CN(C1=CC2=C(N=C(NC2=O)C23CC(C2)(C3)C(=O)N)C=N1)C1CCNCC1 3-(6-(methyl(piperidin-4-yl)amino)-4-oxo-3,4-dihydropyrido[3,4-d]-pyrimidin-2-yl)bicyclo-[1.1.1]pentane-1-carboxamide